methyl-(3S)-3-hydroxy-2-methylene-butanoate COC(C([C@H](C)O)=C)=O